N[C@H](C=1N=C2N(N=CC(=C2)[C@H](CC)NC(CC2CC(C2)(F)F)=O)C1)C1CCC(CC1)(F)F |o1:10| N-((S*)-1-(2-((S)-amino(4,4-difluorocyclohexyl)methyl)imidazo[1,2-b]pyridazin-7-yl)propyl)-2-(3,3-difluorocyclobutyl)acetamide